4-(5-(2,2-diethyl-4-oxochroman-6-yl)-1,2,4-oxadiazol-3-yl)benzamide C(C)C1(OC2=CC=C(C=C2C(C1)=O)C1=NC(=NO1)C1=CC=C(C(=O)N)C=C1)CC